OC1(CCC(CC1)C1N=C2C=C(C(=CC2=C1)[N+](=O)[O-])OC)COCCC1CCN(CC1)C(=O)OCC1=CC=CC=C1 benzyl 4-(2-(((1S,4S)-1-hydroxy-4-(6-methoxy-5-nitro-2H-indol-2-yl)cyclohexyl)methoxy)ethyl)piperidine-1-carboxylate